3-((4,4-bis(octyloxy)butanoyl)oxy)-2-((((3-(diethylamino)propoxy)carbonyl)oxy)methyl)propyloctadeca-9,12-dienoate C(CCCCCCC)OC(CCC(=O)OCC(COC(CCCCCCCC=CCC=CCCCCC)=O)COC(=O)OCCCN(CC)CC)OCCCCCCCC